N,N'-dibutyl-N,N'-bis(1,2,2,6,6-pentamethyl-4-piperidinyl)-1,3,5-triazine-2,4,6-triamine C(CCC)N(C1=NC(=NC(=N1)N(C1CC(N(C(C1)(C)C)C)(C)C)CCCC)N)C1CC(N(C(C1)(C)C)C)(C)C